(R)-(8-methyl-3-(3-methyl-1,2,4-thiadiazol-5-yl)-5,6-dihydroimidazo[1,5-a]pyrazin-7(8H)-yl)(pyridin-4-yl)methanone C[C@@H]1C=2N(CCN1C(=O)C1=CC=NC=C1)C(=NC2)C2=NC(=NS2)C